1-(2-ethylhexyl)-1H-indole C(C)C(CN1C=CC2=CC=CC=C12)CCCC